4-(4-{6-Bromo-7-[(1-methylpiperidin-4-yl)amino]-3H-imidazo[4,5-b]pyridin-2-yl}phenyl)-1-(2-ethoxyethyl)piperazin-2-one BrC=1C(=C2C(=NC1)NC(=N2)C2=CC=C(C=C2)N2CC(N(CC2)CCOCC)=O)NC2CCN(CC2)C